CC=1C=C(C=CC1C)NC=1C(N(C(C1)=O)C1C(NC(CC1)=O)=O)=O 3-(3-((3,4-dimethylphenyl)amino)-2,5-dioxo-2,5-dihydro-1H-pyrrol-1-yl)piperidine-2,6-dione